2-methyl-1-(3-{2-[(3R)-3-methylmorpholin-4-yl]-8-(1H-pyrazol-5-yl)-1,7-naphthyridin-4-yl}-1H-pyrazol-1-yl)propan-2-ol CC(CN1N=C(C=C1)C1=CC(=NC2=C(N=CC=C12)C1=CC=NN1)N1[C@@H](COCC1)C)(C)O